7-bromo-2-chloroquinoline BrC1=CC=C2C=CC(=NC2=C1)Cl